(S)-2-(5-(5-methylisoxazol-4-yl)indoline-1-carbonyl)pyrrolidine-1-carbonitrile CC1=C(C=NO1)C=1C=C2CCN(C2=CC1)C(=O)[C@H]1N(CCC1)C#N